3-((1-(3-nitro-5-(trifluoromethyl)phenyl)ethyl)carbamoyl)-6-oxopyridazine [N+](=O)([O-])C=1C=C(C=C(C1)C(F)(F)F)C(C)NC(=O)C1=NNC(C=C1)=O